Cl.S1C=CC2=C1C=CC(=C2)CC(C)NCC 1-(benzothiophen-5-yl)-N-ethylpropan-2-amine hydrochloride